C(C=C)(=O)OC(CCCCCCC)(C(=O)O)C(=O)O acryloyloxy-1,1-octanedicarboxylic acid